N1(N=NC=C1)C1=CC=CC(=N1)N1C(C2=CC=CC=C2C1)=O 2-(6-(1H-1,2,3-triazol-1-yl)pyridin-2-yl)isoindolin-1-one